(R)-5-(13-fluoro-10-methyl-l-1-oxo-1,2,4,4a,5,6,11,14-octahydro-3H,12H-pyrazino[1',2':5,6][1,5]oxazocino[2,3-g]quinoxalin-3-yl)-N-methylpicolinamide FC=1C2=C(C=C3N=C(CNC13)C)OCC[C@H]1N(C2)C(CN(C1)C=1C=CC(=NC1)C(=O)NC)=O